1-(4-(1-(2-methylbenzoyl)piperidin-4-yl)butyl)-3-(pyridin-4-ylmethyl)urea CC1=C(C(=O)N2CCC(CC2)CCCCNC(=O)NCC2=CC=NC=C2)C=CC=C1